8-(2,6-difluorophenyl)-N2-(4-(piperazin-1-yl)phenyl)quinazoline-2,4-diamine FC1=C(C(=CC=C1)F)C=1C=CC=C2C(=NC(=NC12)NC1=CC=C(C=C1)N1CCNCC1)N